COCCOCCOC[C@@H]1N(S(OC1)=O)C(=O)OCC1C2=CC=CC=C2C=2C=CC=CC12 (9H-fluoren-9-yl)methyl (4S)-4-((2-(2-methoxy ethoxy)ethoxy)methyl)-1,2,3-oxathiazolidine-3-carboxylate 2-oxide